N4-(6-methylpyridin-2-yl)-N6-(3-((methylthio)methyl)pyridin-2-yl)pyrimidine-4,6-diamine CC1=CC=CC(=N1)NC1=NC=NC(=C1)NC1=NC=CC=C1CSC